(R)-[2-amino-4-(trifluoromethoxy)phenyl]-[4-[2-(tetrahydrofuran-3-ylmethyl)-3H-imidazo[4,5-b]pyridin-7-yl]-1-piperidyl]methanone NC1=C(C=CC(=C1)OC(F)(F)F)C(=O)N1CCC(CC1)C1=C2C(=NC=C1)NC(=N2)C[C@H]2COCC2